C(C)N1CCCCN(CCCC1)CC 1,6-Diethyl-1,6-diazacyclodecan